1-(3'-hydroxypropyl)-3-hexylimidazole hexafluorophosphate F[P-](F)(F)(F)(F)F.OCCCN1CN(C=C1)CCCCCC